C(C(C)C)(=O)O[C@H]1C[C@@H]2[C@H]([C@H]([C@@H](C2=CC1)N1N=CN=C1C(N)=O)O)O (1R,2S,3R,3aS,5R)-1-(5-carbamoyl-1H-1,2,4-triazol-1-yl)-2,3-dihydroxy-2,3,3a,4,5,6-hexahydro-1H-inden-5-yl isobutyrate